C(C)(C)(C)OC(=O)N1CCC(=CC1)C1=CC=CC=2OCC(OC21)C2=C(C=C(C=C2)Cl)Cl 4-(3-(2,4-dichlorophenyl)-2,3-dihydrobenzo[b][1,4]dioxin-5-yl)-3,6-dihydropyridine-1(2H)-carboxylic acid tert-butyl ester